Methyl ((1r,3r)-3-(9-(1-isopropyl-1H-indazol-5-yl)-8-(1-methyl-1H-pyrazol-4-yl)-2-oxo-2,3,4,7-tetrahydro-1H-pyrrolo[3',2':5,6]pyrido[4,3-d]pyrimidin-1-yl)cyclobutyl)carbamate C(C)(C)N1N=CC2=CC(=CC=C12)C1=C(NC2=C1C=1N(C(NCC1C=N2)=O)C2CC(C2)NC(OC)=O)C=2C=NN(C2)C